N1(CCCC1)C1=C(N=NN1)C(=O)OC methyl 5-(pyrrolidin-1-yl)-1H-1,2,3-triazole-4-carboxylate